3-((2,2-dimethylpent-4-yn-1-yl)oxy)-2-(3-iodophenyl)-2-methylpropanoic acid CC(COCC(C(=O)O)(C)C1=CC(=CC=C1)I)(CC#C)C